OC1=NC2=NC=CC=C2C=C1 2-Hydroxy-1,8-naphthyridin